4-(1-methyl-1H-pyrazol-5-yl)-1-methyl-1H-pyrrole-2-carboxylic acid methyl ester COC(=O)C=1N(C=C(C1)C1=CC=NN1C)C